ClC=1C(=C(C=CC1Cl)O)[C@@H]1CC2=NN=C(N2C1)[C@@H]1COCCC1 3,4-dichloro-2-((S)-3-((R)-tetrahydro-2H-pyran-3-yl)-6,7-dihydro-5H-pyrrolo[2,1-c][1,2,4]triazol-6-yl)phenol